NC(C[C@@H](C#C)NC(=O)[C@H]1N(CC=2N=CN=CC21)C(=O)C2(CC2)C2=CC=C(C=C2)OC(F)(F)F)=O (5S)-N-[(1S)-1-(2-Amino-2-oxo-ethyl)prop-2-ynyl]-6-[1-[4-(trifluoromethoxy)phenyl]-cyclopropanecarbonyl]-5,7-dihydropyrrolo[3,4-d]pyrimidine-5-carboxamide